METHYL (2S)-2-AMINO-3-(5-BROMO-4-FORMYL(3-PYRIDYL))PROPANOATE N[C@H](C(=O)OC)CC=1C=NC=C(C1C=O)Br